FC=1C=C2C(C[C@H]([C@@H](C2=CC1)NC(=O)NC=1C(=NC(=C(C1)C)C=1C=NC(=NC1)C)C1=CC=CC=C1)O)(C)C 1-((1r,2r)-6-fluoro-2-hydroxy-4,4-dimethyl-1,2,3,4-tetrahydronaphthalen-1-yl)-3-(5-methyl-6-(2-methylpyrimidin-5-yl)-2-phenylpyridin-3-yl)urea